O[C@@]1(CN(CCC1)C1=NC(=NC=C1C(F)(F)F)NC1=C(C=C(C=C1)S(=O)(=O)Cl)C)C 4-[[4-[(3S)-3-hydroxy-3-methyl-1-piperidyl]-5-(trifluoromethyl)pyrimidin-2-yl]amino]-3-methyl-benzenesulfonyl chloride